ClC=1C=C2C(=C3C(=C4CCC[N+]5=C4C(=C3)CCC5)OC2=CC1I)C1=C(C=C(C=C1)S(=O)(=O)O)S(=O)(=O)[O-] 2-(11-chloro-12-iodo-1,2,3,5,6,7-hexahydrochromeno[2,3-f]pyrido[3,2,1-ij]quinolin-4-ium-9-yl)-5-sulfobenzenesulfonate